N-(3-amino-2,4,5-trifluorophenyl)propane-1-sulfonamide NC=1C(=C(C=C(C1F)F)NS(=O)(=O)CCC)F